NC1=CC=CC(=N1)S(=O)(=O)NC(=O)C=1C(=NC(=CC1)C1=CC(=CC(=C1)OCC(C)C)F)N1CC(CCC1)(C)CC N-[(6-Amino-2-pyridyl)sulfonyl]-2-(3-ethyl-3-methyl-1-piperidyl)-6-(3-fluoro-5-isobutoxyphenyl)pyridin-3-carboxamid